8-(3-(2,6-difluorophenoxy)propoxy)-1,3,7-trimethyl-3,7-dihydro-1H-purine-2,6-dione FC1=C(OCCCOC2=NC=3N(C(N(C(C3N2C)=O)C)=O)C)C(=CC=C1)F